N-{(6S,7aS)-2-[5-chloro-4-(2,6-difluorophenyl)-1,2-benzoxazol-3-yl]-3-oxohexahydro-1H-pyrrolo[1,2-c]imidazol-6-yl}ethanesulfonamide ClC=1C=CC2=C(C(=NO2)N2C(N3[C@H](C2)C[C@@H](C3)NS(=O)(=O)CC)=O)C1C1=C(C=CC=C1F)F